FC1=C(C=CC=C1)[N+](=O)[O-] ortho-fluoronitrobenzene